CC1=CC=C(CN2C(C3=CC=CC=C3[C@@H]([C@H]2C=2C=NC(=CC2)C(F)(F)F)C(=O)NC2=CC(=CC=C2)N2CCN(CC2)C)=O)C=C1 (3S,4S)-2-(4-methylbenzyl)-N-(3-(4-methylpiperazin-1-yl)phenyl)-1-oxo-3-(6-(trifluoromethyl)pyridin-3-yl)-1,2,3,4-tetrahydroisoquinoline-4-carboxamide